tin-silver-nickel [Ni].[Ag].[Sn]